3-(4-(2-bromo-3-(methoxymethoxy)-6-methylpyridin-4-yl)-2-chlorophenyl)thiazol-2(3H)-one BrC1=NC(=CC(=C1OCOC)C1=CC(=C(C=C1)N1C(SC=C1)=O)Cl)C